1,3,5-trinitro-pentanoylaminobenzene [N+](=O)([O-])C(C(C(CC[N+](=O)[O-])[N+](=O)[O-])NC1=CC=CC=C1)=O